C(C)(C)(C)OC(=O)N1C[C@H](C[C@@H]1NC)NC(=O)C1=CC=2N(C=C1)C(=CN2)C2=CC(=CC=C2)N2N=C(C=C2C)C N-[(3S,5R)-1-tert-Butoxycarbonyl-5-(methylamino)pyrrolidin-3-yl]-3-[3-(3,5-dimethyl-1H-pyrazol-1-yl)phenyl]imidazo[1,2-a]pyridine-7-carboxamide